5-amino-4-(5-cyano-1-oxoisoindolin-2-yl)-5-oxopentanoic acid tert-butyl ester C(C)(C)(C)OC(CCC(C(=O)N)N1C(C2=CC=C(C=C2C1)C#N)=O)=O